FC1CC(N(C1)C(CN1N=CC(=N1)N1CCNCC1)=O)C(=O)NC(C1=CC=CC=C1)C1=CC(=C(C=C1)C(C)C)F 4-fluoro-N-{[3-fluoro-4-(propan-2-yl)phenyl](phenyl)methyl}-1-{2-[4-(piperazin-1-yl)-2H-1,2,3-triazol-2-yl]acetyl}pyrrolidine-2-carboxamide